C1(CC1)C1=NC(=CC=C1O[C@@H]1C[C@H](CCC1)C(=O)OC)C=1N=NN(C1COC1OCCCC1)C methyl (1S,3S)-3-((2-cyclopropyl-6-(1-methyl-5-(((tetrahydro-2H-pyran-2-yl)oxy)methyl)-1H-1,2,3-triazol-4-yl)pyridin-3-yl)oxy)cyclohexane-1-carboxylate